BrCC=1C=CC=2N(C(C=C(N2)C(F)(F)F)=O)C1 7-(bromomethyl)-2-(trifluoromethyl)-4H-pyrido[1,2-a]pyrimidin-4-one